ClC=1C=C(C=C(C1)F)N1CC(C=2C(C(CCC12)F)=O)(C1=COC=C1)F 1-(3-chloro-5-fluorophenyl)-3,5-difluoro-3-(furan-3-yl)-1,5,6,7-tetrahydro-4H-indol-4-one